4-[5-chloro-2-[(1-methylethyl)amino]-4-pyridinyl]-N-[(1S)-1-(3-chlorophenyl)-2-hydroxyethyl]-1H-pyrrole-2-carboxamide, monohydrochloride Cl.ClC=1C(=CC(=NC1)NC(C)C)C=1C=C(NC1)C(=O)N[C@H](CO)C1=CC(=CC=C1)Cl